butyl 4-(4-((2,6-dioxopiperidin-3-yl)(methyl)amino)-2-fluorophenyl)piperazine-1-carboxylate O=C1NC(CCC1N(C1=CC(=C(C=C1)N1CCN(CC1)C(=O)OCCCC)F)C)=O